C1(CCC(N1OC(CCCCCCCCCCCNC(CCCC[C@@H]1SC[C@@H]2NC(=O)N[C@H]12)=O)=O)=O)=O 12-((biotinyl)amino)dodecanoic acid succinimidyl ester